BrC=1OC2=C(C=C(C=C2C(C1)=O)C)C(C)NC1=C(C(=O)OC)C(=CC=C1)F Methyl 2-[1-(2-bromo-6-methyl-4-oxo-chromen-8-yl)ethylamino]-6-fluoro-benzoate